FC1=C(C=CC=C1F)C=1C=NN2C1C=CC=C2C=2C=CC(=C(C(=O)NC1=CC=C(C=C1)F)C2)C(F)(F)F 5-(3-(2,3-difluorophenyl)pyrazolo[1,5-a]pyridin-7-yl)-N-(4-fluorophenyl)-2-(trifluoromethyl)benzamide